3,3,3-trifluoropropylamine hydrochloride Cl.FC(CCN)(F)F